caprylic acid propyl ester C(CC)OC(CCCCCCC)=O